FC1=NN2C(N=CC3=C2[C@](CC3C(=O)O)(C3=NNC=C3)C)=C1 (8S)-2-fluoro-8-methyl-8-(1H-pyrazol-3-yl)-7,8-dihydro-6H-cyclopenta[e]pyrazolo[1,5-a]pyrimidine-6-carboxylic acid